didecyl-dimethylammonium hydrogen chloride Cl.C(CCCCCCCCC)[N+](C)(C)CCCCCCCCCC